[As].ClC1=C(C(=C(C=C1)C=1N=NN(C1)C1[C@H]([C@H](O[C@H]2[C@@H]1OC(OC2)(C)C)CO)OC)F)F ((4aR,6R,7R,8aR)-8-(4-(4-chloro-2,3-difluorophenyl)-1H-1,2,3-triazol-1-yl)-7-methoxy-2,2-dimethylhexahydropyrano[3,2-d][1,3]dioxin-6-yl)methanol arsenic